ClC1=NN(C=C1C1=NC=CC(=N1)NC=1N=CC2=C(C=CC(=C2C1)C(C)C)N1[C@@H]([C@H](C1)CS(=O)(=O)C)C)C1CC(C1)(F)F N-(2-(3-chloro-1-(3,3-difluorocyclobutyl)-1H-pyrazol-4-yl)pyrimidin-4-yl)-5-isopropyl-8-((2R,3S)-2-methyl-3-((methylsulfonyl)methyl)azetidin-1-yl)isoquinolin-3-amine